5-pyridylboronic acid pinacol ester N1=CC=CC(=C1)B1OC(C)(C)C(C)(C)O1